NC1=C(C(=NC=N1)C=1C(=C(C=C(C1)F)NC(=O)C=1C(=CC2=C(CC(O2)(C)C)C1)F)C)OCCNC N-(3-(6-amino-5-(2-(methylamino)ethoxy)pyrimidin-4-yl)-5-fluoro-2-methylphenyl)-6-fluoro-2,2-dimethyl-2,3-dihydrobenzofuran-5-carboxamide